5-[methyl-[3-oxo-2-[2-oxo-2-[(2S)-(trifluoromethyl)pyrrolidin-1-yl]ethyl]isoindolin-4-yl]amino]-1-tetrahydropyran-2-yl-indazole-3-carbonitrile CN(C=1C=C2C(=NN(C2=CC1)C1OCCCC1)C#N)C1=C2C(N(CC2=CC=C1)CC(N1[C@@H](CCC1)C(F)(F)F)=O)=O